5-amino-1,3-diethyl-1H-pyrazole-4-carboxamide NC1=C(C(=NN1CC)CC)C(=O)N